N-(3-(5-carbamimidoylthiophen-3-yl)phenyl)-2-(4-chlorophenoxy)-2-methylpropanamide C(N)(=N)C1=CC(=CS1)C=1C=C(C=CC1)NC(C(C)(C)OC1=CC=C(C=C1)Cl)=O